F[P-](F)(F)(F)(F)F.O(C1=CC=CC=C1)C1=CC=C(C=C1)[S+](C1=CC=C(C=C1)OC1=CC=CC=C1)C1=CC=C(C=C1)OC1=CC=CC=C1 tris-(4-phenoxyphenyl)-sulfonium hexafluorophosphate